1-(difluoromethoxy)-2-fluoro-5-methoxy-4-nitrobenzene FC(OC1=C(C=C(C(=C1)OC)[N+](=O)[O-])F)F